BrC(C=C(F)F)(CF)F 3-bromo-1,1,3,4-tetrafluorobut-1-ene